(1S,2R,3R,4R,5S)-1-(methoxymethyl)-4-((4-(prop-2-yn-1-yloxy)-6-(trifluoromethyl)pyrimidin-2-yl)amino)-6,8-dioxabicyclo[3.2.1]octane-2,3-diol COC[C@@]12[C@@H]([C@@H]([C@H]([C@@H](OC1)O2)NC2=NC(=CC(=N2)OCC#C)C(F)(F)F)O)O